bis(4-tert-butylcyclohexanyl) peroxydicarbonate C(=O)(OC1CCC(CC1)C(C)(C)C)OOC(=O)OC1CCC(CC1)C(C)(C)C